(3-(6-Cyclopropyl-4-((2-fluoro-4-iodophenyl)amino)-1,3-dimethyl-2,5-dioxo-1,2,5,6-tetrahydropyrido[2,3-d]pyridazin-8-yl)phenyl)-N-methylmethanesulfonimidamide C1(CC1)N1N=C(C2=C(C1=O)C(=C(C(N2C)=O)C)NC2=C(C=C(C=C2)I)F)C=2C=C(C=CC2)CS(=O)(NC)=N